N-((6-(1-(2,2-difluoroethyl)-4-(4-fluoro-phenyl)-1H-imidazol-5-yl)imidazo[1,2-b]pyridazin-3-yl)methyl)pivalamide FC(CN1C=NC(=C1C=1C=CC=2N(N1)C(=CN2)CNC(C(C)(C)C)=O)C2=CC=C(C=C2)F)F